[C@H]12CN(C[C@H](CC1)N2)C2=NC(=NC(=C2C#N)N2CC1(C(CCC3=CC=CC=C13)O)C2)OCC2(CC2)CN2CCOCC2 4-[(1R,5S)-3,8-diazabicyclo[3.2.1]octan-3-yl]-6-(2'-hydroxyspiro[azetidine-3,1'-tetralin]-1-yl)-2-[[1-(morpholinomethyl)cyclopropyl]methoxy]pyrimidine-5-carbonitrile